C(C1=CC=CC=C1)N1CCC(C2=CC=CC=C12)CC#N 2-(1-benzyl-1,2,3,4-tetrahydroquinolin-4-yl)acetonitrile